C(C1=CC=CC=C1)OC[C@@H]1N(CC[C@H]1C(=O)OC(C)(C)C)C(=O)OC(C)(C)C (trans)-1,3-di-tert-butyl 2-[(benzyloxy)methyl]pyrrolidine-1,3-dicarboxylate